1,3-bis-(2,6-diisopropylphenyl)imidazoline chloride [Cl-].C(C)(C)C1=C(C(=CC=C1)C(C)C)N1CN(CC1)C1=C(C=CC=C1C(C)C)C(C)C